Boc-(L)-proline C(=O)(OC(C)(C)C)N1[C@@H](CCC1)C(=O)O